CCCCCC(CCCCC(CC)=O)=O tridecane-6,11-dione